1-(3-(1H-pyrrolo[2,3-b]pyridin-5-yl)phenethyl)-3-(2-methylphenyl)urea N1C=CC=2C1=NC=C(C2)C=2C=C(CCNC(=O)NC1=C(C=CC=C1)C)C=CC2